3-ethyl-7-((4-(2-methyl-1H-benzo[d]imidazol-6-yl)piperazin-1-yl)methyl)-1,5-naphthyridin-2(1H)-one C(C)C=1C(NC2=CC(=CN=C2C1)CN1CCN(CC1)C=1C=CC2=C(NC(=N2)C)C1)=O